4-(4-(((3S,4R)-3-hydroxy-4-((5-(trifluoromethyl)pyridin-2-yl)amino)piperidin-1-yl)sulfonyl)phenyl)picolinamide O[C@H]1CN(CC[C@H]1NC1=NC=C(C=C1)C(F)(F)F)S(=O)(=O)C1=CC=C(C=C1)C1=CC(=NC=C1)C(=O)N